(S)-3-(((1-(7,8-dichloro-4-(1H-imidazol-1-yl)quinolin-2-yl)pyrrolidin-2-yl)methyl)amino)propionic acid ClC1=CC=C2C(=CC(=NC2=C1Cl)N1[C@@H](CCC1)CNCCC(=O)O)N1C=NC=C1